(3S)-3-methyl-piperidine hydrochloride Cl.C[C@@H]1CNCCC1